2,6-dinitro-p-cresol CC1=CC(=C(C(=C1)[N+](=O)[O-])O)[N+](=O)[O-]